N-((1H-benzo[d]imidazol-2-yl)(cyclohexyl)methyl)-4-methylaniline N1C(=NC2=C1C=CC=C2)C(NC2=CC=C(C=C2)C)C2CCCCC2